C(=O)(OCC1=CC=CC=C1)NC(C(=O)O)CCCCCC N-Cbzaminooctanoic acid